4,4-dihydroxy-8-({1-[(4-hydroxyphenyl)acetyl]azetidin-3-yl}oxy)-5-oxa-4-boranuidabicyclo[4.4.0]deca-1(6),7,9-triene-7-carboxylic acid disodium salt [Na+].[Na+].O[B-]1(CCC=2C=CC(=C(C2O1)C(=O)O)OC1CN(C1)C(CC1=CC=C(C=C1)O)=O)O.O[B-]1(CCC=2C=CC(=C(C2O1)C(=O)O)OC1CN(C1)C(CC1=CC=C(C=C1)O)=O)O